Tert-butyl (2-(5'''-chloro-3''',4'-dimethyl-[2,2':5',2'':5'',2'''-quaterthiophen]-5-yl)ethyl)carbamate ClC1=CC(=C(S1)C1=CC=C(S1)C1=C(C=C(S1)C=1SC(=CC1)CCNC(OC(C)(C)C)=O)C)C